2,6-di-tert-butyl-4-methylphenol sodium salt [Na].C(C)(C)(C)C1=C(C(=CC(=C1)C)C(C)(C)C)O